(E)-3-(3-Ethoxy-4-hydroxyphenyl)-1-[4-(trifluoromethoxy)phenyl]prop-2-en-1-one C(C)OC=1C=C(C=CC1O)/C=C/C(=O)C1=CC=C(C=C1)OC(F)(F)F